Carnitine laurate C(CCCCCCCCCCC)(=O)OC(C[N+](C)(C)C)CC([O-])=O